COC=1C=C(CCN)C=CC1OC 3,4-dimethoxyphenethylamine